scandium (III) pyridine N1=CC=CC=C1.[Sc+3]